ClC1=C2C(=NC=C1)NC(=C2C2=CC=C1CCCN(C1=C2)C(C=C)=O)C=2C=NC(=CC2)N2CCN(CC2)C 1-(7-(4-chloro-2-(6-(4-methylpiperazin-1-yl)pyridin-3-yl)-1H-pyrrolo[2,3-b]pyridin-3-yl)-3,4-dihydroquinolin-1(2H)-yl)prop-2-en-1-one